N(=NC(CNCCO)(C)C)C(CNCCO)(C)C 2,2'-azobis[2-methyl-N-(2-hydroxyethyl)propylamine]